(2S,4S)-4-(3,5-dimethylpyridin-2-ylamino)pyrrolidine-2-carboxylic acid amide dihydrochloride Cl.Cl.CC=1C(=NC=C(C1)C)N[C@H]1C[C@H](NC1)C(=O)N